ClC1=CC=C(C=C1)[C@H]1CC[C@H]2N(CCN(C2)C(=O)C=2C(=C(C=CC2)/C=C/C2=CC=C(C=C2)NC([O-])=O)Br)C1 [4-[(E)-2-[3-[(7R,9aR)-7-(4-chlorophenyl)-1,3,4,6,7,8,9,9a-octahydropyrido[1,2-a]pyrazine-2-carbonyl]-2-bromophenyl]ethenyl]phenyl]carbamate